6-bromo-N-[(2S)-1-({(1S)-1-cyano-2-[(3S)-2-oxopyrrolidin-3-yl]ethyl}amino)-4-methyl-1-oxopentan-2-yl]-1H-indole-2-carboxamide BrC1=CC=C2C=C(NC2=C1)C(=O)N[C@H](C(=O)N[C@@H](C[C@H]1C(NCC1)=O)C#N)CC(C)C